FC1=CC=C(C=C1)N(C(=O)N1CCS(CC1)(=O)=O)CC1=NC=C(C(=O)OC)C=C1 Methyl 6-((N-(4-fluorophenyl)-1,1-dioxidothiomorpholine-4-carboxamido)methyl)nicotinate